N-(1-methylindazol-7-yl)-1-{4-[(3S)-3-methylpyrrolidin-1-yl]pyridin-2-yl}pyrazole-4-sulfonamide CN1N=CC2=CC=CC(=C12)NS(=O)(=O)C=1C=NN(C1)C1=NC=CC(=C1)N1C[C@H](CC1)C